2,4,5,6,7-pentacyano-benzimidazolid C(#N)C=1[N-]C2=C(N1)C(=C(C(=C2C#N)C#N)C#N)C#N